8-bromo-6-chloro-2-(morpholin-4-yl)-3,4-dihydroquinazolin-4-one BrC=1C=C(C=C2C(NC(=NC12)N1CCOCC1)=O)Cl